(trans)-4-methyltetrahydrofuran-3-ol C[C@H]1[C@@H](COC1)O